methyl (S)-6-azaspiro[2.5]octane-5-carboxylate hydrochloride Cl.C1CC12C[C@H](NCC2)C(=O)OC